5-bromo-3-[(diphenylmethylene)amino]-1-methyl-1,2-dihydropyridin-2-one BrC=1C=C(C(N(C1)C)=O)N=C(C1=CC=CC=C1)C1=CC=CC=C1